N-(4-((6,7-dimethoxy-3-methyl-4-oxo-3,4-dihydrophthalazin-1-yl)methyl)phenyl)sulfonamide hydrochloride Cl.COC=1C=C2C(N(N=C(C2=CC1OC)CC1=CC=C(C=C1)NS(=O)=O)C)=O